N1=CC(=C2N1C=CC=C2)C2=NC=NC=C2C#N 4-(pyrazolo[1,5-a]pyridin-3-yl)pyrimidine-5-carbonitrile